[4-Chloro-2-[[(1,1-dimethyl-ethyl)amino]carbonyl]-6-methyl-phenyl]-1-(3-chloro-2-pyridinyl)-3-(fluoromethoxy)-1H-pyrazol ClC1=CC(=C(C(=C1)C)C=1C(=NN(C1)C1=NC=CC=C1Cl)OCF)C(=O)NC(C)(C)C